6-bromo-5-chloroquinazolin-2(1H)-one BrC=1C(=C2C=NC(NC2=CC1)=O)Cl